((6-chloro-8-(2-methylcyclopentyl)-7-oxo-7,8-dihydropyrido[2,3-d]pyrimidin-2-yl)amino)piperidine-1-carboxylate ClC1=CC2=C(N=C(N=C2)NC2N(CCCC2)C(=O)[O-])N(C1=O)C1C(CCC1)C